3-hydroxy-2-methylenebutanoic Acid OC(C(C(=O)O)=C)C